1,3-bis(3-hydroxypropoxy)benzene OCCCOC1=CC(=CC=C1)OCCCO